Pyrido[3,4-b]Indole-1,4-dione C1(N=CC(C2=C1NC1=CC=CC=C21)=O)=O